FC=1C=CC(=C(C1)C(N1C(C2=CC(=CC=C2C1)C1=CC=C(C=C1)C1CCN(CC1)C)=O)C=1NC2=NC=NC=C2N1)O 2-[(5-Fluoro-2-hydroxy-phenyl)-(9H-purin-8-yl)methyl]-6-[4-(1-methyl-4-piperidyl)phenyl]isoindolin-1-one